1-decylpyridinium tetrakis(pentafluorophenyl)borate FC1=C(C(=C(C(=C1[B-](C1=C(C(=C(C(=C1F)F)F)F)F)(C1=C(C(=C(C(=C1F)F)F)F)F)C1=C(C(=C(C(=C1F)F)F)F)F)F)F)F)F.C(CCCCCCCCC)[N+]1=CC=CC=C1